bis-(1-hydroxy dodecyl) selenide OC(CCCCCCCCCCC)[Se]C(CCCCCCCCCCC)O